FC=1C(=C(C(=O)NOCCO)C=C(C1F)CN1OC=CC=CC1=O)NC1=C(C=C(C=C1)I)F 3,4-difluoro-2-((2-fluoro-4-iodophenyl)amino)-N-(2-hydroxyethoxy)-5-((3-oxo-1,2-oxazepin-2-yl)methyl)benzamide